C[SiH2]C1CC(CC(C1)[SiH2]C)[SiH2]C 1,3,5-trimethylsilylcyclohexane